Phenyl-Propan C1(=CC=CC=C1)CCC